ClC1=CC(=C(C(=N1)N1CC(CC1)(F)F)NC(=O)C=1C=NN(C1)C(C)C)C1=CC=CC=C1 N-(6-chloro-2-(3,3-difluoropyrrolidin-1-yl)-4-phenylpyridin-3-yl)-1-isopropyl-1H-pyrazole-4-carboxamide